(S)-7-methyl-2-(pyridin-4-yl)-4,5,7,8-tetrahydro-3H-1-thia-5a,8-diazabenzo[cd]azulen-9(6H)-one C[C@H]1CN2C=3C(=C(SC3C(N1)=O)C1=CC=NC=C1)CCC2